5-(5-fluoro-3-((3-fluoro-5-(methylsulfonyl)benzyl)oxy)pyridin-2-yl)-1-methyl-N-(3-(methylsulfonamido)phenyl)-1H-pyrrole-3-carboxamide FC=1C=C(C(=NC1)C1=CC(=CN1C)C(=O)NC1=CC(=CC=C1)NS(=O)(=O)C)OCC1=CC(=CC(=C1)S(=O)(=O)C)F